NC(C(=O)O)(CCCCB(O)O)CCN(CCN)CCN 2-amino-2-(2-(bis(2-aminoethyl)amino)ethyl)-6-boronohexanoic acid